S(=O)(=O)(OC)OC.N1C=NCC1 imidazoline compound with dimethyl sulfate